tert-Butyl 2-methyl-6-[6-(methylamino)-3-pyridyl]-3,4-dihydro-2H-pyridine-1-carboxylate CC1N(C(=CCC1)C=1C=NC(=CC1)NC)C(=O)OC(C)(C)C